4-(1-((7-bromo-2-(2,6-dioxopiperidin-3-yl)-1-oxoisoindolin-5-yl)methyl)piperidin-4-yl)-N-(5-(((5-(tert-butyl)oxazol-2-yl)methyl)thio)thiazol-2-yl)piperazine-1-carboxamide BrC=1C=C(C=C2CN(C(C12)=O)C1C(NC(CC1)=O)=O)CN1CCC(CC1)N1CCN(CC1)C(=O)NC=1SC(=CN1)SCC=1OC(=CN1)C(C)(C)C